NC1=C(C(=NN1C1=C(C(=CC=C1C)O)C)C=1SC=CN1)C(=O)N 5-amino-1-(3-hydroxy-2,6-dimethylphenyl)-3-(1,3-thiazol-2-yl)pyrazole-4-carboxamide